CNC1=CC(=C(C=C1)C)CC1=CNC2=CC(=CC=C12)[N+](=O)[O-] N,4-dimethyl-3-((6-nitro-1H-indol-3-yl)methyl)aniline